(1s,4s)-4-(2-(4,4-difluorocyclohexylamino)-8-(2,3,6-trifluorophenylamino)-9H-purin-9-yl)cyclohexanecarboxamide FC1(CCC(CC1)NC1=NC=C2N=C(N(C2=N1)C1CCC(CC1)C(=O)N)NC1=C(C(=CC=C1F)F)F)F